(3-bromo-4,5-dichlorophenyl)(phenyl)methanone BrC=1C=C(C=C(C1Cl)Cl)C(=O)C1=CC=CC=C1